2-((8-amino-6-(5-amino-4-methylpyridin-3-yl)-7-fluoroisoquinolin-3-yl)amino)-6-isopropyl-5,6-dihydro-4H-pyrazolo[1,5-d][1,4]diazepin-7(8H)-one NC=1C(=C(C=C2C=C(N=CC12)NC1=NN2CC(N(CCC2=C1)C(C)C)=O)C=1C=NC=C(C1C)N)F